tert-butyl 4-[(cis)-4-(4-fluoro-1H-indol-1-yl)cyclohexyl]piperazine-1-carboxylate FC1=C2C=CN(C2=CC=C1)[C@H]1CC[C@H](CC1)N1CCN(CC1)C(=O)OC(C)(C)C